tert-Butyl 8'-bromo-7'-fluoro-3'-methyl-2'-oxo-2',3'-dihydrospiro[azetidine-3,1'-pyrrolo[2,3-c]quinoline]-1-carboxylate BrC1=CC=2C3=C(C=NC2C=C1F)N(C(C31CN(C1)C(=O)OC(C)(C)C)=O)C